1-octanesulfonic acid sodium salt monohydrate O.[Na+].C(CCCCCCC)S(=O)(=O)[O-]